FC1([C@H]2[C@H](N([C@@H](C1)CC2)C(=O)C2(C1=CC=CC=C1C=1C=CC=CC21)O)C(=O)N[C@H](C[C@@H]2C(NCC2)=O)\C=C(\S(=O)(=O)C)/F)F (1R,3S,4R)-5,5-difluoro-N-((R,E)-4-fluoro-4-(methylsulfonyl)-1-((R)-2-oxopyrrolidin-3-yl)but-3-en-2-yl)-2-(9-hydroxy-9H-fluorene-9-carbonyl)-2-azabicyclo[2.2.2]octane-3-carboxamide